C=C(CCC)CCCCC 4-methylenenonane